CC1(NC(CC(C1)OC(=O)CC(C(CC(=O)OC1CC(NC(C1)(C)C)(C)C)C(=O)OC1CC(NC(C1)(C)C)(C)C)C(=O)OC1CC(NC(C1)(C)C)(C)C)(C)C)C tetrakis(2,2,6,6-tetramethyl-4-piperidyl)-1,2,3,4-butanetetracarboxylate